N-((1H-indol-2-yl)methyl)-4-(3-(4-methoxyphenyl)-1,2,4-oxadiazol-5-yl)piperazine N1C(=CC2=CC=CC=C12)CN1CCN(CC1)C1=NC(=NO1)C1=CC=C(C=C1)OC